2-(3-(cyclopropylmethyl)-2-methoxyphenyl)-2-((R)-3-((5-(5,6,7,8-tetrahydro-1,8-naphthyridin-2-yl)pentyl)oxy)pyrrolidin-1-yl)acetic acid C1(CC1)CC=1C(=C(C=CC1)C(C(=O)O)N1C[C@@H](CC1)OCCCCCC1=NC=2NCCCC2C=C1)OC